hexan-acrylic acid C(C=C)(=O)O.CCCCCC